C(C)(C)(C)OC(N[C@@H](CNC(CCl)=O)C)=O N-[(2R)-1-(2-Chloroacetamido)propan-2-yl]carbamic acid tert-butyl ester